(2R,4R)-1-(tert-butoxycarbonyl)-4-(trifluoromethyl)pyrrolidine-2-carboxylic acid C(C)(C)(C)OC(=O)N1[C@H](C[C@H](C1)C(F)(F)F)C(=O)O